N1=C(C=C1)C(=O)[O-].[K+] Kalium azetat